CC=1C=CC=C2C(=CNC12)C(=O)O 7-methyl-3-indolecarboxylic acid